(S)-1-(2-((S)-3-(4-Benzylphenoxy)pyrrolidin-1-yl)acetyl)pyrrolidine-2-carboxylic acid C(C1=CC=CC=C1)C1=CC=C(O[C@@H]2CN(CC2)CC(=O)N2[C@@H](CCC2)C(=O)O)C=C1